FC=1C=2N(C=CC1)N=C(C2)[C@H]2N(CCC1=C2N=CN1)C(=O)C1=CN=C(O1)C1=NN(C=C1)C (S)-(4-(4-fluoropyrazolo[1,5-a]pyridin-2-yl)-1,4,6,7-tetrahydro-5H-imidazo[4,5-c]pyridin-5-yl)(2-(1-methyl-1H-pyrazol-3-yl)oxazol-5-yl)methanone